C1(=CC=CC=C1)SC#N (phenylmercapto)formonitrile